2-(1-ethylpyrazol-4-yl)-N-[(3S)-9-fluoro-2-oxo-5-phenyl-1,3-dihydro-1,4-benzodiazepine-3-yl]-6-(hydroxymethyl)-6,7-dihydro-5H-pyrazolo[5,1-b][1,3]Oxazine-3-carboxamide C(C)N1N=CC(=C1)C1=NN2C(OCC(C2)CO)=C1C(=O)N[C@@H]1C(NC2=C(C(=N1)C1=CC=CC=C1)C=CC=C2F)=O